N1=CC(=CC=C1)CBr 3-picolinyl bromide